C(C)N1C(NC2=CC(=CC=3C2=C1N=CN3)CN3CCN(CC3)C=3C=CC(=NC3C)C(=O)NCCO)=O 5-(4-((3-ethyl-2-oxo-2,3-dihydro-1H-pyrimido[4,5,6-de]quinazolin-8-yl)methyl)piperazin-1-yl)-N-(2-hydroxyethyl)-6-methylpicolinamide